itaconic acid disodium salt [Na+].[Na+].C(C(=C)CC(=O)[O-])(=O)[O-]